5-bromo-6-methoxy-pyridine BrC=1C=CC=NC1OC